C(C1=C(C(=O)O)C(=CC=C1)N)C1=C(C(=O)O)C(=CC=C1)N methylene-bis(6-aminobenzoic acid)